[I-].C(C)[Na] ethyl-sodium iodide